CC(C(=O)[O-])(C(CC(C(C)(C)C)=O)=O)C 2,2,6,6-tetramethylheptane-3,5-dionate